ethyl 6-tert-butyl-10-methoxy-9-[2-(4-methoxypiperidin-1-yl) thiazol-5-yl]-2-oxo-6,7-dihydro-2H-pyrido[2,1-a]isoquinoline-3-carboxylate C(C)(C)(C)C1N2C(C3=CC(=C(C=C3C1)C1=CN=C(S1)N1CCC(CC1)OC)OC)=CC(C(=C2)C(=O)OCC)=O